ClC1=C(C=CC(=C1)SC(F)(F)F)NC(CN1C=2N(C(C(=C1CC)N1CCN(CC1)C(C1=NC=CC=C1O)=O)=O)N=C(N2)C=2CCOCC2)=O N-(2-chloro-4-((trifluoromethyl)thio)phenyl)-2-(2-(3,6-dihydro-2H-pyran-4-yl)-5-ethyl-6-(4-(3-hydroxypicolinoyl)piperazin-1-yl)-7-oxo-[1,2,4]triazolo[1,5-a]pyrimidin-4(7H)-yl)acetamide